ClC=1C=C(C=CC1)C1=CC=C2C=CC(=NC2=C1)SCC(OC)OC (E)-7-(3-Chlorophenyl)-2-((2,2-dimethoxyethyl)thio)quinoline